C(C)(C)(C)OC(=O)N1C(COCC1)C1=C(C=CC(=C1)Cl)CN1C(NC(C=2NC=NC12)=O)=C=S 3-(5-Chloro-2-((6-oxo-2-thiocarbonyl-1,2,6,7-tetrahydro-3H-purin-3-yl)methyl)phenyl)morpholine-4-carboxylic acid tert-butyl ester